NC=1C=C2CC(N(C2=CC1)CCN(C(OC(C)(C)C)=O)C)=O tert-butyl (2-(5-amino-2-oxoindolin-1-yl)ethyl)(methyl)carbamate